O1C(CCC1)C1=NN2C(N=CC=C2C(=O)N[C@@H]2C[C@@H](C2)OC(F)(F)F)=C1C(=O)N 2-Tetrahydrofuran-2-yl-N7-[cis-3-(trifluoromethoxy)cyclobutyl]pyrazolo[1,5-a]pyrimidine-3,7-dicarboxamide